OC1CC2=CC[C@H]3[C@@H]4CCC([C@@]4(C)CC[C@@H]3[C@]2(CC1)C)OC(CCCCC)=O 3-hydroxy-17-hexanoyloxy-5-androstene